3-hydroxy-6-(4-methoxyphenylethyl)-5-methyl-2-propylisonicotinic acid OC1=C(C(=O)O)C(=C(N=C1CCC)CCC1=CC=C(C=C1)OC)C